C(=O)(OC(C)(C)C)N[C@@H](CC(C)C)C(=O)O boc-leucine